2-[6-[[4-(trifluoromethyl)oxazol-2-yl]methyl]-2-azaspiro[3.3]heptane-2-carbonyl]-2,5-diazaspiro[3.4]octan-6-one FC(C=1N=C(OC1)CC1CC2(CN(C2)C(=O)N2CC3(C2)NC(CC3)=O)C1)(F)F